ClC1=C(C(=C(N=N1)O)C)C 6-chloro-4,5-dimethylpyridazin-3-ol